1H-benzo[d]imidazole-5-carboxylic acid N1C=NC2=C1C=CC(=C2)C(=O)O